sodium octanoate C(CCCCCCC)(=O)[O-].[Na+]